COC(=O)C1=NN(N=C1)C1=C(C=CC(=C1)[N+](=O)[O-])C.ClCC1=CC=C(C=C1)C1=CC=C(C=C1)CCl di(chloromethyl)biphenyl methyl-2-(2-methyl-5-nitro-phenyl)triazole-4-carboxylate